N'-isonicotinoyl-4-pentylpicolinohydrazide hydrogen chloride Cl.C(C1=CC=NC=C1)(=O)NNC(C1=NC=CC(=C1)CCCCC)=O